3-dimethoxypropyl-(dimethoxypropyl)dimethoxysilane COC(CCC(CC[SiH](OC)OC)(OC)OC)OC